C(C)(C)(C)OC(=O)N1C[C@H](CC1)[C@@H](C(=O)OC(C)(C)C)CC1=CC(=CC=C1)N=[N+]=[N-] (3R)-3-[(1S)-1-[(3-azidophenyl)methyl]-2-tert-butoxy-2-oxoethyl]pyrrolidine-1-carboxylic acid tert-butyl ester